(S)-1-(6-Oxo-5-(trifluoromethyl)-1,6-dihydropyridin-3-yl)propan-2-yl 2-(trifluoromethyl)-5,6-dihydro-[1,2,4]triazolo[1,5-a]pyrazine-7(8H)-carboxylate FC(C1=NN2C(CN(CC2)C(=O)O[C@H](CC2=CNC(C(=C2)C(F)(F)F)=O)C)=N1)(F)F